(M)-3-bromo-4-((6-fluoropyridin-2-yl)methoxy)-2'-(2-(2-hydroxypropan-2-yl)-5-methylpyrimidin-4-yl)-5',6-dimethyl-2H-[1,4'-bipyridin]-2-one BrC=1C(N(C(=CC1OCC1=NC(=CC=C1)F)C)C1=CC(=NC=C1C)C1=NC(=NC=C1C)C(C)(C)O)=O